CC1CCC(N(C1)C(C(=O)NC=1C=NC=C(C(=O)N)C1)=O)C=1C=C2CNC(C2=CC1)=O 5-(2-(5-methyl-2-(1-oxoisoindolin-5-yl)piperidin-1-yl)-2-oxoacetamido)nicotinamide